N(C1=CC=CC=C1)C1=C(C(=O)O)C=CC=C1 2-(anilino)benzoic acid